C1(=CC=CC=C1)N1C2=CC=CC=C2SC=2C=CC=CC12 N-Phenylphenothiazine